[7-[4-fluoro-2-(2-methoxyethoxy) phenyl]-6-(5,6,7,8-tetrahydro-[1,2,4]triazolo[1,5-a]pyrazin-2-yl) thieno[3,2-c]pyridin-4-yl] trifluoromethanesulfonate FC(S(=O)(=O)OC1=NC(=C(C2=C1C=CS2)C2=C(C=C(C=C2)F)OCCOC)C2=NN1C(CNCC1)=N2)(F)F